C(C=CCCC)OCC1CO1 3-(2-hexenoxy)-1,2-epoxypropane